bis{3,5-difluoro-2-[5-(trifluoromethyl)pyridin-2-yl]phenyl}iridium FC=1C(=C(C=C(C1)F)[Ir]C1=C(C(=CC(=C1)F)F)C1=NC=C(C=C1)C(F)(F)F)C1=NC=C(C=C1)C(F)(F)F